[Cl-].C(CCCCCCCCCCCCCCCCC)[N+](C)(CC(O)O)CCCCCCCCCCCCCCCCCC dioctadecyl-dihydroxyethyl-methyl-ammonium chloride